2-hydroxy-2-methylethyl phenyl ketone C1(=CC=CC=C1)C(=O)CC(C)O